4-amino-1-(6-((2-amino-2-oxo-1-phenylethyl)thio)-3,5-dicyano-4-ethylpyridine-2-yl)piperidine-4-carboxamide NC1(CCN(CC1)C1=NC(=C(C(=C1C#N)CC)C#N)SC(C(=O)N)C1=CC=CC=C1)C(=O)N